ClC=1C=C(C(=O)NCCCF)C=CC1C=1N(C2=NC=NC(=C2N1)OC1(CC1)C)CC1=NC=CC(=C1)C 3-chloro-N-(3-fluoropropyl)-4-(6-(1-methylcyclopropoxy)-9-((4-methylpyridin-2-yl)methyl)-9H-purin-8-yl)benzamide